C(C)OP(=O)(OCC)CC(=O)OC1C=C(C2(OCCO2)CC1C(CO[Si](C(C)C)(C(C)C)C(C)C)=O)C 6-methyl-9-(2-((triisopropylsilyl) oxy)acetyl)-1,4-dioxaspiro[4.5]dec-6-en-8-yl 2-(diethoxyphosphoryl)acetate